CS(=O)(=O)OCC1CC2(C1)OCCO2 5,8-dioxaspiro[3.4]octan-2-ylmethyl methanesulfonate